C(C)(C)(C)OC(=O)N(CC)C1=C(C(=NN1C1CCC(N1C(=O)[O-])COC)C#CC1=CC2=C(N(C=N2)C2CC2)C=C1F)C#N 5-((tert-butoxycarbonyl)(ethyl)amino-4-cyano-3-((1-cyclopropyl-6-fluoro-1H-benzo[d]imidazol-5-yl)ethynyl)-1H-pyrazol-1-yl)-2-(methoxymethyl)pyrrolidine-1-carboxylat